C(C)OC1=C(C=NC=2N(C(N(C(C21)=O)CC(=O)NCC=2OC=CC2)=O)C)CC 5-Ethoxy-6-ethyl-N-(2-furanylmethyl)-1,4-dihydro-1-methyl-2,4-dioxopyrido[2,3-d]pyrimidine-3(2H)-acetamide